C(#N)C1=C(C2=C(N(C=N2)C)C=C1N1CC2(CN(C2)C(=O)OC(C)(C)C)CC1)C1=C2C=NN(C2=CC=C1C)C1OCCCC1 tert-butyl 6-(5-cyano-1-methyl-4-(5-methyl-1-(tetrahydro-2H-pyran-2-yl)-1H-indazol-4-yl)-1H-benzo[d]imidazol-6-yl)-2,6-diazaspiro[3.4]octane-2-carboxylate